anthrone-HCl Cl.C1=CC=CC=2CC3=CC=CC=C3C(C12)=O